C(CCC)N1N=C(C(=C1C(C)C)O)CC(C)C 1-n-Butyl-3-isobutyl-4-hydroxy-5-isopropyl-pyrazol